glycidoxymethyltriethoxysilane 2-ethylhexyl-2-hydroxybenzoate C(C)C(COC(C1=C(C=CC=C1)O)=O)CCCC.C(C1CO1)OC[Si](OCC)(OCC)OCC